(S)-4-(4-(3-(difluoromethyl)azetidin-1-yl)-6,7-dimethylpteridin-2-yl)-2-(1-methyl-1H-pyrazol-4-yl)morpholine FC(C1CN(C1)C1=NC(=NC2=NC(=C(N=C12)C)C)N1C[C@@H](OCC1)C=1C=NN(C1)C)F